O=C1N(CCNC1)[C@H](C(=O)O)[C@H](CC)C (2S,3S)-2-[2-oxopiperazin-1-yl]-3-methylpentanoic acid